3-(4-(9-((1-(4-((5-chloro-4-((2-(dimethylphosphono)phenyl)amino)pyrimidin-2-yl)amino)-3-methoxyphenyl)piperidin-4-yl)amino)non-1-yn-1-yl)-1-oxoisoindolin-2-yl)piperidine-2,6-dione ClC=1C(=NC(=NC1)NC1=C(C=C(C=C1)N1CCC(CC1)NCCCCCCCC#CC1=C2CN(C(C2=CC=C1)=O)C1C(NC(CC1)=O)=O)OC)NC1=C(C=CC=C1)P(=O)(OC)OC